CC1(N(C[C@H]1OC1=NN(C=C1[N+](=O)[O-])C)C(=O)OC(C)(C)C)C |r| racemic-tert-butyl 2,2-dimethyl-3-((1-methyl-4-nitro-1H-pyrazol-3-yl)oxy)azetidine-1-carboxylate